OC(CCC(=O)O)C(=O)O 4-hydroxyglutaric acid